BrC1=CC=C(C=C1)N1N=CC=C1C 1-(p-bromophenyl)-5-methyl-1H-pyrazole